N1=CC(=CC=C1)C1=CC(=NC=C1)NC(C1=CC(=C(C=C1)C=1N=C(N2C1C(=NC=C2)N)[C@H]2N(CC1(CC1)C2)CC#CC)F)=O (S)-N-([3,4'-bipyridyl]-2'-yl)-4-(8-amino-3-(5-(but-2-ynyl)-5-azaspiro[2.4]heptan-6-yl)imidazo[1,5-a]pyrazin-1-yl)-3-fluorobenzamide